tert-butyl (R)-2-(((1-(4-fluoro-3-(trifluoromethyl)phenyl)cyclopropyl) amino)methyl)pyrrolidine-1-carboxylate FC1=C(C=C(C=C1)C1(CC1)NC[C@@H]1N(CCC1)C(=O)OC(C)(C)C)C(F)(F)F